methyl 3-[[2-methyl-6-(trifluoromethyl)-3-pyridyl]amino]-3-oxo-propanoate CC1=NC(=CC=C1NC(CC(=O)OC)=O)C(F)(F)F